C[C@H](CC(=O)N1CCC(CC1)(O)CN1C=NC=2C(C1=O)=NN(C2C2=CC=CC=C2)C)C(=C)C (R)-6-((1-(3,4-Dimethylpent-4-enoyl)-4-hydroxypiperidin-4-yl)methyl)-2-methyl-3-phenyl-2H-pyrazolo[4,3-d]pyrimidin-7(6H)-one